N-Boc-L-serin methyl ester COC([C@@H](NC(=O)OC(C)(C)C)CO)=O